N-((5-fluoro-6-(thiazol-4-ylmethoxy)-1H-indol-2-yl)methyl)propionamide FC=1C=C2C=C(NC2=CC1OCC=1N=CSC1)CNC(CC)=O